3-amino-6-(2-fluoro-5-(1-(2,2,2-trifluoroethyl)-1H-pyrazol-4-yl)phenyl)-N-((3R,4R)-4-hydroxypyrrolidin-3-yl)pyrazine-2-carboxamide NC=1C(=NC(=CN1)C1=C(C=CC(=C1)C=1C=NN(C1)CC(F)(F)F)F)C(=O)N[C@@H]1CNC[C@H]1O